methyl (3R)-3-hydroxy-2-methylenebutanoate O[C@@H](C(C(=O)OC)=C)C